FC1=C2C=CC=NC2=CC=C1NC1=NC=NC2=CC(=CC(=C12)O[C@H](C)[C@H]1NCCOC1)C=1C=NN(C1)C N-(5-fluoroquinolin-6-yl)-7-(1-methyl-1H-pyrazol-4-yl)-5-((R)-1-((S)-morpholin-3-yl)ethoxy)quinazolin-4-amine